4-bromo-2-(6-azaspiro[2.5]oct-6-yl)benzoyl chloride BrC1=CC(=C(C(=O)Cl)C=C1)N1CCC2(CC2)CC1